Amphetamine chlorophenoxyacetate ClC(C(=O)O)OC1=CC=CC=C1.NC(C)CC1=CC=CC=C1